4-(chloromethyl)-2-cyclopropyl-5-ethoxy-4'-fluoro-1,1'-biphenyl ClCC1=CC(=C(C=C1OCC)C1=CC=C(C=C1)F)C1CC1